Cl.C[C@@]1(CNCC1)O (R)-3-methylpyrrolidine-3-ol hydrochloride